BrC1=CC(=C(N)C(=C1)C#C[Si](C)(C)C)[N+](=O)[O-] 4-bromo-2-nitro-6-(2-trimethylsilylethynyl)aniline